1-(6-(4-((1H-indazol-5-yl)amino)pyrimidin-2-yl)-1H-indol-1-yl)ethan-1-one N1N=CC2=CC(=CC=C12)NC1=NC(=NC=C1)C1=CC=C2C=CN(C2=C1)C(C)=O